N-(5-((cis)-2,6-dimethylmorpholino)-4'-((4-(methoxy-d3)-6-(methylsulfonyl)pyridin-2-yl)amino)-[2,3'-bipyridin]-6'-yl)acetamide C[C@@H]1O[C@@H](CN(C1)C=1C=CC(=NC1)C=1C=NC(=CC1NC1=NC(=CC(=C1)OC([2H])([2H])[2H])S(=O)(=O)C)NC(C)=O)C